CC(C)(CCCOCCOCC#C)N 2-methyl-5-(2-prop-2-ynyloxyethoxy)pentan-2-amine